tert-butyl 2-(4-formyl-2,2-dimethylphenoxy)-2-methylpropanoate C(=O)C1=CC(C(OC(C(=O)OC(C)(C)C)(C)C)C=C1)(C)C